1-(3-((2-((3-methyl-1-(2-morpholinoethyl)-1H-pyrazol-4-yl)amino)-5-(trifluoromethyl)pyrimidin-4-yl)amino)propyl)azepan-2-one CC1=NN(C=C1NC1=NC=C(C(=N1)NCCCN1C(CCCCC1)=O)C(F)(F)F)CCN1CCOCC1